3-trifluoromethylpropanamide FC(CCC(=O)N)(F)F